Cl.C[C@@H]1C2C3=CC=CC=C3C(CC1)N2 (9S)-9-Methyl-12-azatricyclo[6.3.1.02,7]dodeca-2,4,6-triene hydrochloride